FC(C(=O)O)(F)F.FC=1C=2N(C=C(C1)NC(=O)C1=CC=C(C3=CN(N=C13)C)N1C(CNCC1)=O)C=C(N2)C N-(8-fluoro-2-methylimidazo[1,2-a]-pyridin-6-yl)-2-methyl-4-(2-oxopiperazin-1-yl)-2H-indazole-7-carboxamide 2,2,2-trifluoroacetate